4-Ethoxy-2-hydroxy-benzaldehyd C(C)OC1=CC(=C(C=O)C=C1)O